N-[5-[1-(2,2-dimethylpropanoyl)piperidin-4-yl]-4-fluoro-2-[rac-(3R,5S)-3,4,5-trimethylpiperazin-1-yl]phenyl]-6-oxo-4-(trifluoromethyl)-1H-pyridine-3-carboxamide CC(C(=O)N1CCC(CC1)C=1C(=CC(=C(C1)NC(=O)C1=CNC(C=C1C(F)(F)F)=O)N1C[C@H](N([C@H](C1)C)C)C)F)(C)C |r|